N[C@@H](CCCCN)C(=O)[O-].N[C@@H](CCCCN)C(=O)[O-].[Mg+2] magnesium dilysinate